COC1=C(C=CC=C1C(F)(F)F)[C@@H]1[C@H](O[C@]([C@H]1C)(C(F)(F)F)C)C(=O)NC1=CC(=NC=C1)C(=O)N (2S,3R,4S,5R)-4-[[3-[2-Methoxy-3-(trifluoromethyl)phenyl]-4,5-dimethyl-5-(trifluoromethyl)tetrahydrofuran-2-carbonyl]amino]pyridin-2-carboxamid